(3-keto-5α-androstan-17β-yl)glycolic acid O=C1C[C@@H]2CC[C@H]3[C@@H]4CC[C@@H]([C@@]4(C)CC[C@@H]3[C@]2(CC1)C)C(C(=O)O)O